dicaffeoyl-3,5-diamino-1,4-dihydroxycyclohexane-1-carboxamide C(\C=C\C1=CC(O)=C(O)C=C1)(=O)C1(C(C(CC(C1)(C(=O)N)O)(N)C(\C=C\C1=CC(O)=C(O)C=C1)=O)O)N